C12(CC3CC(CC(C1)C3)C2)NC(OC2=CC=CC=C2)=O Phenyl ((3S,5S,7S)-adamantan-1-yl)carbamate